CC=1N=C(SC1C)N1N([NH2+]C(=N1)C1=CC(=CC=C1)OCC(=O)O)C1=CC=C(C=C1)S(=O)(=O)O 3-(4,5-dimethylthiazol-2-yl)-5-(3-carboxymethoxy-phenyl)-2-(4-sulfophenyl)-2H-tetrazolium